FC1=C(C=CC(=C1)C1=NC=NC2=CC(=C(C=C12)OC)OCC1CCN(CC1)CCOC)NC(C)=O N-(2-fluoro-4-(6-methoxy-7-((1-(2-methoxyethyl)piperidin-4-yl)methoxy)quinazolin-4-yl)phenyl)acetamide